2-[(4-{3-[2-methyl-4-(propan-2-yl)phenoxy]benzoyl}piperazin-1-yl)methyl]-1-{[(2S)-oxetan-2-yl]methyl}-1H-1,3-benzodiazole-6-carboxylic acid CC1=C(OC=2C=C(C(=O)N3CCN(CC3)CC3=NC4=C(N3C[C@H]3OCC3)C=C(C=C4)C(=O)O)C=CC2)C=CC(=C1)C(C)C